FC=1C=C2NC(C=3N(C2=C(C1C1=C2C=CN(C2=CC(=C1)C)S(=O)(=O)C)C(F)(F)F)C(=NN3)C)(C)C 7-Fluoro-1,4,4-trimethyl-8-(6-methyl-1-methylsulfonyl-1H-indol-4-yl)-9-(trifluoromethyl)-5H-[1,2,4]triazolo[4,3-a]quinoxaline